6-((5-(5-chloro-2-methylpyridin-4-yl)-7-(2-(ethyl(methyl)amino)ethyl)-1-oxo-3,4-dihydroisoquinolin-2(1H)-yl)methyl)-4-ethoxynicotinonitrile ClC=1C(=CC(=NC1)C)C1=C2CCN(C(C2=CC(=C1)CCN(C)CC)=O)CC1=NC=C(C#N)C(=C1)OCC